N-[(2,6-dichlorophenyl)methyl]-1-(2-methoxyphenyl)-5-oxopyrrolidine-3-carboxamid ClC1=C(C(=CC=C1)Cl)CNC(=O)C1CN(C(C1)=O)C1=C(C=CC=C1)OC